ClC1=C(OC2=CC(=C(C=C2C2=CN(C=3C(NC=CC32)=O)C)N3C(CCCC3=O)=O)C)C=CC(=C1)F 1-(4-(2-chloro-4-fluorophenoxy)-2-methyl-5-(1-methyl-7-oxo-6,7-dihydro-1H-pyrrolo[2,3-c]pyridin-3-yl)phenyl)piperidine-2,6-dione